4-(4-(4-bromophenoxy)phenyl)pyridine BrC1=CC=C(OC2=CC=C(C=C2)C2=CC=NC=C2)C=C1